C1=CC=CC=2C3=CC=CC=C3C(C12)COC(=O)N([C@@H](CN(C([C@@H](CC(=O)O)[C@H]1COC2=C1C=CC=C2)=O)C)CC2=CC=C(C=C2)Cl)C (S)-4-(((R)-2-((((9H-fluoren-9-yl)methoxy)carbonyl)(methyl)amino)-3-(4-chlorophenyl)propyl)(methyl)amino)-3-((R)-2,3-dihydrobenzfuran-3-yl)-4-oxobutanoic acid